monophosphate-adenosine phosphate P(=O)(O)(O)OC[C@@H]1[C@H]([C@H]([C@@H](O1)N1C=NC=2C(N)=NC=NC12)O)O.P(=O)(O)(O)O